5-bromo-2-methyl-4-oxo-1,4-dihydropyridine-3-carboxylic acid methyl ester COC(=O)C1=C(NC=C(C1=O)Br)C